(1S,2S)-N-(7-chloro-6-(1-((4S,3S)-4-hydroxy-3-methyltetrahydrofuran-3-yl)piperidin-4-yl)isoquinolin-3-yl)-2-(2-hydroxypropan-2-yl)cyclopropane-1-carboxamide ClC1=C(C=C2C=C(N=CC2=C1)NC(=O)[C@@H]1[C@H](C1)C(C)(C)O)C1CCN(CC1)[C@]1(COC[C@H]1O)C